CN(C1=CC2=CC=CC=C2C=C1)C N,N-dimethyl-naphthalene-2-amine